C(C1=CC=CC=C1)NC1=NN=C2N1C(=CC(=C2)C2=NC(=NC=C2)NC=2N(N=CC2)C)NC N3-benzyl-N5-methyl-7-[2-[(2-methylpyrazol-3-yl)amino]pyrimidin-4-yl]-[1,2,4]triazolo[4,3-a]pyridine-3,5-diamine